6-(4-((2R,6R)-1-acetyl-4-acryloyl-6-methylpiperazin-2-yl)-6-chloropyridin-2-yl)-N,2-dimethylpyrimidine-4-carboxamide C(C)(=O)N1[C@@H](CN(C[C@H]1C)C(C=C)=O)C1=CC(=NC(=C1)Cl)C1=CC(=NC(=N1)C)C(=O)NC